8-Chloro-7-((2-methyl-1-((2-(trimethylsilyl)ethoxy)methyl)-1H-benzo[d]imidazol-6-yl)oxy)-2-(1-((1-((tetrahydro-2H-pyran-2-yl)oxy)cyclopropyl)methyl)-1H-pyrazol-4-yl)quinoxaline ClC=1C(=CC=C2N=CC(=NC12)C=1C=NN(C1)CC1(CC1)OC1OCCCC1)OC=1C=CC2=C(N(C(=N2)C)COCC[Si](C)(C)C)C1